1,4-dihydroxy-5,8-bis((2-((2-hydroxyethyl)amino)ethyl)amino)anthracene-9,10-dione dihydrochloride Cl.Cl.OC1=CC=C(C=2C(C3=C(C=CC(=C3C(C12)=O)NCCNCCO)NCCNCCO)=O)O